C(C)(C)(C)OC(NN)=O N-aminocarbamic acid tert-butyl ester